((2R,3S,4R,5R)-5-(4-aminopyrrolo[2,1-f][1,2,4]triazin-7-yl)-5-cyano-3,4-dihydroxytetrahydrofuran-2-yl)methyl ((2S,3R)-2-(benzyloxy)-3-(octadecyloxy)butyl) hydrogen phosphate P(=O)(OC[C@H]1O[C@@]([C@@H]([C@@H]1O)O)(C#N)C1=CC=C2C(=NC=NN21)N)(OC[C@@H]([C@@H](C)OCCCCCCCCCCCCCCCCCC)OCC2=CC=CC=C2)O